2,6-dichloro-4-cyclopropylnicotinic acid methyl ester COC(C1=C(N=C(C=C1C1CC1)Cl)Cl)=O